C1C2N(CCN1C1=CC=C(C=C1)NC1=NC=C(C(=C1)NCCCN1C(OCCCC1)=O)C(F)(F)F)CCC2 3-(3-((2-((4-(hexahydropyrrolo[1,2-a]pyrazin-2(1H)-yl)phenyl)amino)-5-(trifluoromethyl)pyridin-4-yl)amino)propyl)-1,3-oxazepan-2-one